N[C@H](C(=O)O)CC=1C=NC=C(C1)NC=1N=NC(=NN1)C (S)-2-amino-3-(5-(6-methyl-1,2,4,5-tetrazin-3-ylamino)pyridin-3-yl)propanoic acid